ClC1=NN(C2=NC(=NC=C21)Cl)C[C@H](COC2=NN(C(=C2[N+](=O)[O-])C)C=2C(=NC=C(C2)F)OC)C (R)-3,6-dichloro-1-(3-((1-(5-fluoro-2-methoxypyridin-3-yl)-5-methyl-4-nitro-1H-pyrazol-3-yl)oxy)-2-methylpropyl)-1H-pyrazolo[3,4-d]pyrimidine